5-[2-(4-hydroxyphenyl)vinyl]benzene-1,3-diol OC1=CC=C(C=C1)C=CC=1C=C(C=C(C1)O)O